C1(CC1)C1=C(C=C(C(=C1)I)C)N(C(C#CCCOC)=O)C1=CC=C2C(=N1)C(N(C2)C)=O N-(2-cyclopropyl-4-iodo-5-methylphenyl)-5-methoxy-N-(6-methyl-7-oxo-6,7-dihydro-5H-pyrrolo[3,4-b]pyridin-2-yl)pent-2-ynamide